C(C)OC1=C(C=CC(=N1)[C@@H](CS(=O)(=O)C)N1CC2=CC=CC(=C2C1=O)NC(C)=O)OC (S)-N-(2-(1-(6-ethoxy-5-methoxypyridin-2-yl)-2-(methylsulfonyl)ethyl)-3-oxoisoindolin-4-yl)acetamide